C(#N)CC=C(C)C#N 1,3-dicyano-2-butene